FC1=C(C=CC2=C1CCCC(=C2C2=CC=C(C=C2)O[C@@H]2CN(CC2)CCCF)C2=C(C=C(C=C2)C)F)O 1-fluoro-6-(2-fluoro-4-methyl-phenyl)-5-[4-[(3S)-1-(3-fluoropropyl)pyrrolidin-3-yl]oxyphenyl]-8,9-dihydro-7H-benzo[7]annulen-2-ol